S(=O)(=O)(ON1[C@@H]2CC[C@H](N(C1=O)C2)C(NC(CC2=CC=NC=C2)=O)=N)O (2S,5R)-7-oxo-2-(N-(2-(pyridin-4-yl) acetyl) carbamimidoyl)-1,6-diazabicyclo[3.2.1]octan-6-yl hydrogen sulfate